(S)-2-((tert-Butoxycarbonyl)amino)-3-((4-methoxybenzyl)thio)thiopropionic acid S-(2-((tert-Butoxycarbonyl) amino) ethyl) ester C(C)(C)(C)OC(=O)NCCSC([C@H](CSCC1=CC=C(C=C1)OC)NC(=O)OC(C)(C)C)=O